C(C)C(COC1=C2C(SC=C2)=C(C2=C1SC=C2)OCC(CCCC)CC)CCCC 4,8-bis-(2-ethylhexyloxy)-benzo(1,2-b:4,5-b')dithiophene